OCCN1CCN(CC1)CCS(=O)(=O)[O-].[Na+] sodium 4-(2-hydroxy ethyl)-1-piperazineethanesulfonate